FC(C(C1=CC=C(C=C1)F)NC(C=C)=O)(F)F N-(2,2,2-trifluoro-1-(4-fluorophenyl)ethyl)acrylamide